C1=C(C=CC=2C3=CC=CC=C3CC12)C=1N=NNC1C(=O)O 4-(9H-fluoren-2-yl)-1H-1,2,3-triazole-5-carboxylic acid